1H-Pyrrolo[3,2-c]pyridine-2-carboxylic acid 4-(3-amino-pyrrolidine-1-sulfonyl)-benzylamide NC1CN(CC1)S(=O)(=O)C1=CC=C(CNC(=O)C2=CC=3C=NC=CC3N2)C=C1